CC(C)C1=CC=C(C=C1)C(C=1SC=CC1)NC(=O)C1C(CCCC1)C(=O)O 2-({[4-(propan-2-yl)phenyl](thiophen-2-yl)methyl}carbamoyl)cyclohexane-1-carboxylic acid